1,3,5-tris(N-phenylbenzimidazole-2-yl)benzene C1(=CC=CC=C1)N1C(=NC2=C1C=CC=C2)C2=CC(=CC(=C2)C2=NC1=C(N2C2=CC=CC=C2)C=CC=C1)C1=NC2=C(N1C1=CC=CC=C1)C=CC=C2